3-(1,4-Dimethyl-1H-benzo[d][1,2,3]triazol-5-yl)-3-(3-(((R)-2-ethyl-2,3,5,7,8,9-hexahydro-4H-indeno[5,6-f][1,4]oxazepin-4-yl)methyl)-4-methylphenyl)-2,2-dimethylpropionic acid CN1N=NC2=C1C=CC(=C2C)C(C(C(=O)O)(C)C)C2=CC(=C(C=C2)C)CN2C[C@H](OC1=C(C2)C=C2CCCC2=C1)CC